((1R,2R)-2-(1-(5-Chloropyrimidin-2-yl)piperidin-4-yl)cyclopropyl)methanol ClC=1C=NC(=NC1)N1CCC(CC1)[C@@H]1[C@@H](C1)CO